monopotassium phosphate sodium hydroxide [OH-].[Na+].P(=O)([O-])(O)O.[K+]